C(C)(C)(C)OC(=O)NC(C(=O)OCC)CC=C ethyl 2-(tert-butoxycarbonylamino)pent-4-enoate